((3S,4S)-4-(3,4-dihydroisoquinolin-2(1H)-yl)-3-hydroxypiperidin-1-yl)(5-fluoro-2-((1-(methylsulfonyl)piperidin-4-yl)amino)pyridin-4-yl)methanone C1N(CCC2=CC=CC=C12)[C@@H]1[C@H](CN(CC1)C(=O)C1=CC(=NC=C1F)NC1CCN(CC1)S(=O)(=O)C)O